BUTYLPHOSPHONIC ACID C(CCC)P(O)(O)=O